NCCC(=O)N1CCC2(CCN2C=2N=NC(=CC2)C2=C(C=C(C=C2)C=2C=NNC2)O)CC1 3-amino-1-(1-(6-(2-hydroxy-4-(1H-pyrazol-4-yl)phenyl)pyridazin-3-yl)-1,7-diazaspiro[3.5]non-7-yl)propan-1-one